2-(6-fluoroindolin-1-yl)-1-(pyrrolidin-1-yl)ethan-1-one FC1=CC=C2CCN(C2=C1)CC(=O)N1CCCC1